Tert-butyl N-[(2S)-1-hydroxy-3-{5-oxo-4-azaspiro[2.4]heptan-6-yl}propan-2-yl]carbamate OC[C@H](CC1C(NC2(CC2)C1)=O)NC(OC(C)(C)C)=O